OC=1C=C(C=CC1)C1=C(C=C(C(=O)N2CCNCC2)C=C1)C 4-[4-(3-hydroxyphenyl)-3-methylbenzoyl]piperazin